N1(N=NC=C1)CCCNCC1=CC=C(C=N1)C#CC1=CC=C(C=C1)C1=CC(=NO1)CN1C(=NC=C1)[C@H](C)O (S)-1-(1-((5-(4-((6-(((3-(1H-1,2,3-triazol-1-yl)propyl)amino)methyl)pyridin-3-yl)ethynyl)phenyl)isoxazol-3-yl)methyl)-1H-imidazol-2-yl)ethan-1-ol